N-benzyl-4-[8-(morpholin-4-yl)-1,5-naphthyridin-2-yl]benzene-1-sulfonamide C(C1=CC=CC=C1)NS(=O)(=O)C1=CC=C(C=C1)C1=NC2=C(C=CN=C2C=C1)N1CCOCC1